C(C)OC1(CC1)C(=O)N1C(C2=CC=C(C=C2C1)S(=O)(=O)C)C(=O)NC1=CC=C(C=C1)C(C(F)(F)F)(C(F)(F)F)O 2-[(1-Ethoxycyclopropyl)carbonyl]-N-[4-(1,1,1,3,3,3-hexafluoro-2-hydroxypropan-2-yl)phenyl]-5-(methylsulfonyl)-2,3-dihydro-1H-isoindol-1-carboxamid